bis-(3-triethoxy silylpropyl) tetrasulfide C(C)O[Si](CCCSSSSCCC[Si](OCC)(OCC)OCC)(OCC)OCC